NC1=C(C=CC=C1)C(=S)N1CCC(CC1)NC(OC(C)(C)C)=O tert-butyl (1-(2-aminophenylcarbonothioyl)piperidin-4-yl)carbamate